6-bromo-8-(4-(trifluoromethyl)phenoxy)imidazo[1,2-a]pyrazine BrC=1N=C(C=2N(C1)C=CN2)OC2=CC=C(C=C2)C(F)(F)F